5-(4-chlorobenzyloxy)isophthalaldehyde ClC1=CC=C(COC=2C=C(C=C(C=O)C2)C=O)C=C1